N-(4-([1,2,4]triazolo[1,5-a]pyridin-7-yloxy)-3-methylphenyl)-6-(cis-3,5-dimethylpiperazin-1-yl)pyrido[3,2-d]pyrimidin-4-amine hydrochloride Cl.N=1C=NN2C1C=C(C=C2)OC2=C(C=C(C=C2)NC=2C1=C(N=CN2)C=CC(=N1)N1C[C@H](N[C@H](C1)C)C)C